CC12CCCC(C2CCC1[C@H](C)CCCC(C)(O[Si](CC)(CC)CC)C)=O 7a-Methyl-1-{(R)-6-methyl-6-[(triethylsilyl)oxy]heptan-2-yl}octahydro-4H-inden-4-one